1,4-Cyclohexan-dimethanol C1(CCC(CC1)CO)CO